2-(benzofuran-2-carbonyl)-3-cyclopropyl-3-hydroxyacrylonitrile O1C(=CC2=C1C=CC=C2)C(=O)C(C#N)=C(O)C2CC2